4-isopropyl-1-(prop-2-yn-1-yl)piperazin-2-one 4-(4-(4-chlorophenyl)piperazin-1-yl)-2-methoxyquinazolin-7-yl-acetate ClC1=CC=C(C=C1)N1CCN(CC1)C1=NC(=NC2=CC(=CC=C12)CC(=O)O)OC.C(C)(C)N1CC(N(CC1)CC#C)=O